4-(3-pyridinyl)butanal Methyl-hexyl-malonate CC(C(=O)O)(C(=O)O)CCCCCC.N1=CC(=CC=C1)CCCC=O